C1(=CC=CC=C1)C1=C(C=C(C=C1)C1=CC=CC=C1)C1=CC=C(C=C1)NC1=CC=C(C=C1)C1=CC=CC2=CC=CC=C12 (2',5'-diphenyl-biphenyl-4-yl)-(4-naphthalen-1-yl-phenyl)amine